O-(7-aza-1H-benzotriazol-1-yl)-N,N,N',N'-tetraMethyluronium hexafluorophosphate F[P-](F)(F)(F)(F)F.N1(N=NC2=C1N=CC=C2)OC(=[N+](C)C)N(C)C